S(=O)(=O)([O-])[O-].[Pt+2] platinous sulfate